FC=1C=NC=CC1N1C[C@H]2N(C(N(CC2)CC2=CC(=CC=C2)OC)=O)CC1 (S)-2-(3-Fluoropyridin-4-yl)-7-(3-methoxybenzyl)octahydro-6H-pyrazino[1,2-c]pyrimidin-6-one